N,N-dimethyl-palmitoamide CN(C(CCCCCCCCCCCCCCC)=O)C